C(\C=C\C)(=O)NC=1C=C2C(C(N(C2=CC1)CC1=CC=C(C(=O)NC(C)C)C=C1)=O)C1OCC(CO1)(C)C (E)-4-((5-but-2-eneamido-3-(5,5-dimethyl-1,3-dioxan-2-yl)-2-oxoindol-1-yl)methyl)-N-isopropylbenzamide